4-[3-[2,6-Dichloro-4-[4-(2-hydroxy-2-methylpropyl)piperazin-1-yl]benzoyl]-2,4-dihydro-1,3-benzoxazin-8-yl]-5-fluoro-2-(3-oxa-8-azabicyclo[3.2.1]oct-8-yl)benzoic acid ClC1=C(C(=O)N2COC3=C(C2)C=CC=C3C3=CC(=C(C(=O)O)C=C3F)N3C2COCC3CC2)C(=CC(=C1)N1CCN(CC1)CC(C)(C)O)Cl